C(C)OC(=O)C1=C(N=C(S1)NC1=NC(=CC(=N1)C1N(CCCNC1)C)C1=CN=CO1)C 2-[[4-[N-methyl-[1,4]-diazepanyl]-6-(5-oxazolyl)-2-pyrimidinyl]amino]-4-methyl-5-thiazolecarboxylic acid ethyl ester